SCCC[Si](OC)(OC)OC 3-mercaptopropyl-(trimethoxy)-silane